5,7-dihydroxy-2-methylchromone OC1=C2C(C=C(OC2=CC(=C1)O)C)=O